C(C)(C)(C)OC(NCC#CCNCCC)=O N-[4-(propylamino)but-2-ynyl]carbamic acid tert-butyl ester